O1CC(C1)C1CCN(CC1)C1=CC=2C(N=C1)=NNC2 5-[4-(oxetan-3-yl)piperidin-1-yl]-2H-pyrazolo[3,4-b]pyridin